4-(8-methylquinolin-5-yl)-3,6-dihydropyridine-1(2H)-carboxylic acid tert-butyl ester C(C)(C)(C)OC(=O)N1CCC(=CC1)C1=C2C=CC=NC2=C(C=C1)C